FC(C=1C=CC2=C(C=C(O2)C(=O)N2CC3(C2)C2(NC(NC2=O)=O)CCC3)C1)(F)F 2-(5-(trifluoromethyl)benzofuran-2-carbonyl)-2,6,8-triazadispiro[3.0.45.34]dodecane-7,9-dione